2-(3-methyl-[1,2,4]triazolo[4,3-a]pyridin-6-yl)-6-(4-methylpiperazin-1-yl)-N-(4-(trifluoromethyl)phenyl)imidazo[1,2-a]pyrazin-3-amine CC1=NN=C2N1C=C(C=C2)C=2N=C1N(C=C(N=C1)N1CCN(CC1)C)C2NC2=CC=C(C=C2)C(F)(F)F